(S)-6'-fluoro-N-(4-fluorobenzyl)-4'-hydroxy-1'-methyl-3',4'-dihydro-1'h-spiro[piperidine-4,2'-quinoline]-1-carboxamide FC=1C=C2[C@H](CC3(N(C2=CC1)C)CCN(CC3)C(=O)NCC3=CC=C(C=C3)F)O